{[2-(i-Propoxy)-5-(N,N-dimethylaminosulfonyl)phenyl]methylene}(tricyclohexylphosphine) ruthenium(II) dichloride CC(C)OC1=C(C=CC(=C1)S(=O)(=O)N(C)C)C=[Ru](Cl)Cl.C1CCC(CC1)P(C2CCCCC2)C3CCCCC3